lithium 6-(imidazo[1,2-a]pyridine-3-carbonyl)-5-methyl-4,5,6,7-tetrahydrothieno[2,3-c]pyridine-3-carboxylate N=1C=C(N2C1C=CC=C2)C(=O)N2CC1=C(CC2C)C(=CS1)C(=O)[O-].[Li+]